5-fluoro-1H-quinazoline-2,4-dione FC1=C2C(NC(NC2=CC=C1)=O)=O